C1(CC1)C(C(F)(F)F)O 1-cyclopropyl-2,2,2-trifluoroethan-1-ol